1,3-bis(4-methylphenylsulfanyl)-2-propyl acrylate C(C=C)(=O)OC(CSC1=CC=C(C=C1)C)CSC1=CC=C(C=C1)C